N1N=CC(=C1)C(=O)O Z-pyrazole-4-carboxylic acid